biphenyl-4-yl-[1,2':1',1'':4'',1''']-quaterphenyl-4'-yl-amine C1(=CC=C(C=C1)NC=1C=C(C(=CC1)C1=CC=C(C=C1)C1=CC=CC=C1)C1=CC=CC=C1)C1=CC=CC=C1